BrC=1SC(=NN1)C1=CC(=CC=C1)C1=CC=CC=2C=CC3=CC=CC=C3C12 2-bromo-5-(3-(phenanthren-4-yl)phenyl)-1,3,4-thiadiazole